FC(OC1=CC=C(C=C1)C(CBr)=O)(F)F p-trifluoromethoxy-α-bromoacetophenone